L-ascorbyl stearate CCCCCCCCCCCCCCCCCC(=O)OC[C@@H]([C@@H]1C(=C(C(=O)O1)O)O)O